C(C)(C)C(C(=N)N)C(C)C diisopropyl-acetamidine